4'-cyclopropyl-6'-methoxy-4-((4-(5-methyl-3-(trifluoromethyl)-1H-pyrazol-1-yl)benzyl)amino)-[2,5'-bipyrimidin]-5-ol C1(CC1)C1=NC=NC(=C1C1=NC=C(C(=N1)NCC1=CC=C(C=C1)N1N=C(C=C1C)C(F)(F)F)O)OC